OC1CC(OCC1NC(CO)=O)(C(=O)O)OCCCCCCC=1N=NN(C1)CCOCCOC 4-hydroxy-5-(2-hydroxyacetamido)-2-((6-(1-(2-(2-methoxyethoxy)ethyl)-1H-1,2,3-triazol-4-yl)hexyl)oxy)tetrahydro-2H-pyran-2-carboxylic acid